C1=C(C=CC=2OC3=C(C21)C=CC=C3)B(O)O Dibenzofuran-2-yl-boronic acid